C(CCCCCCCCCCCCCCCCCC)NCCN N-nonadecyl-ethylenediamine